6-(2-bromoacetyl)benzo[d]oxazol-2(3H)-one BrCC(=O)C1=CC2=C(NC(O2)=O)C=C1